FC=1C=C(C=CC1)N1N=C(C=C(C1=O)C(=O)NCCCO)C1=CC=C(C=C1)C(F)(F)F 2-(3-fluorophenyl)-N-(3-hydroxypropyl)-3-oxo-6-[4-(trifluoromethyl)phenyl]-2,3-dihydropyridazine-4-carboxamide